C(CCC)O.C=1(C(=CC=CC1)C)C Xylene-n-butanol